Kalium perrhenat [Re](=O)(=O)(=O)[O-].[K+]